4-chloro-N-cyclopropyl-2-fluoro-5-(1-imidazo[1,2-a]pyridin-3-yl-1H-pyrazol-4-yl)-benzamide ClC1=CC(=C(C(=O)NC2CC2)C=C1C=1C=NN(C1)C1=CN=C2N1C=CC=C2)F